2,5-dioxopyrrolidin-1-yl 3-cyclobutyl-3-(pyridin-2-yldisulfaneyl)propanoate C1(CCC1)C(CC(=O)ON1C(CCC1=O)=O)SSC1=NC=CC=C1